Cl.C1(CC1)N1C(N(C(C12CCNCC2)=O)C2=CC=C(C=C2)C(F)(F)F)=O 1-cyclopropyl-3-(4-(trifluoromethyl)phenyl)-1,3,8-triazaspiro[4.5]decane-2,4-dione hydrochloride